2-(4-aminophenyl)ethanol NC1=CC=C(C=C1)CCO